4-(5-{7-azaspiro[3.5]nonan-7-yl}-[1,2,4]triazolo[1,5-a]pyrimidin-7-yl)benzonitrile C1CCC12CCN(CC2)C2=NC=1N(C(=C2)C2=CC=C(C#N)C=C2)N=CN1